2,4-dioxolan C1OCOC1